C1(CCC1)[C@H](CC(=O)O)N(C)C(=O)OCC1C2=CC=CC=C2C=2C=CC=CC12 (3S)-3-cyclobutyl-3-[9H-fluoren-9-ylmethoxycarbonyl(methyl)amino]propanoic acid